N-benzoyltyramine C(C1=CC=CC=C1)(=O)NCCC1=CC=C(C=C1)O